C1N(CCC2=CC=CC=C12)C[C@H](CN1CCOC2=C(C1=O)C=CC(=C2)C=2CCN(CC2)CC)O 4-[(2R)-3-(3,4-dihydro-1H-isoquinolin-2-yl)-2-hydroxy-propyl]-8-(1-ethyl-3,6-dihydro-2H-pyridin-4-yl)-2,3-dihydro-1,4-benzoxazepin-5-one